1-ethyl-4-{[3-(4-methylphenyl)adamantan-1-yl]carbonyl}piperazine C(C)N1CCN(CC1)C(=O)C12CC3(CC(CC(C1)C3)C2)C2=CC=C(C=C2)C